3-(5-{6-amino-1-ethyl-1H-pyrazolo[3,4-d]pyrimidin-4-yl}-1-oxo-2,3-dihydro-1H-isoindol-2-yl)piperidine-2,6-dione NC1=NC(=C2C(=N1)N(N=C2)CC)C=2C=C1CN(C(C1=CC2)=O)C2C(NC(CC2)=O)=O